NC=1C(=CC(=NC1NCCOC)N1N=C(C=C1C(=O)OCC)C=1C=C(C=CC1)C)N1CCOCC1 ethyl 1-(5-amino-6-((2-methoxyethyl)amino)-4-morpholinopyridin-2-yl)-3-(m-tolyl)-1H-pyrazole-5-carboxylate